OC1=C(C(=O)NC2=CC=C(C(=O)O)C=C2)C=C(C(=C1)S(=O)(=O)O)O 4-(2,5-dihydroxy-4-sulfobenzamido)benzoic acid